(5-((3-amino-6-(1H-pyrazol-1-yl)pyridin-2-yl)amino)-2,3-dihydro-1H-inden-1-yl)methanol NC=1C(=NC(=CC1)N1N=CC=C1)NC=1C=C2CCC(C2=CC1)CO